OCCCOC1=CC=C(C=C1)C(C)(C)C1=CC=C(C=C1)OCCCO 2,2-bis(4-hydroxypropyloxyphenyl)propane